(2S,4R)-allyl 4-(2-((1R,3R)-1-(allyloxy)-3-((tert-butoxycarbonyl)(methyl)amino)-4-methylpentyl)thiazole-4-carboxamido)-2-methyl-5-phenylpentanoate C(C=C)O[C@H](C[C@H](C(C)C)N(C)C(=O)OC(C)(C)C)C=1SC=C(N1)C(=O)N[C@H](C[C@@H](C(=O)OCC=C)C)CC1=CC=CC=C1